N-(3,5-dichloro-4-(3,6-dihydro-2H-pyran-4-yl)phenyl)-6-(ethylsulfonyl)-1,2,3,4-tetrahydroisoquinoline-1-carboxamide hydrochloride Cl.ClC=1C=C(C=C(C1C=1CCOCC1)Cl)NC(=O)C1NCCC2=CC(=CC=C12)S(=O)(=O)CC